(2S)-2-ethylbutyl 2-(((((2R,3S,4R,5S)-5-(4-aminopyrrolo[2,1-f][1,2,4]triazin-7-yl)-2-cyano-3,4-dihydroxytetrahydrofuran-2-yl)methoxy)(phenoxy)phosphoryl)amino)-3-cyclopropylpropanoate NC1=NC=NN2C1=CC=C2[C@H]2[C@@H]([C@@H]([C@@](O2)(C#N)COP(=O)(OC2=CC=CC=C2)N[C@H](C(=O)OCC(CC)CC)CC2CC2)O)O